N(=C=O)CCCCCCCCCCCOC(C=C)=O Acrylic Acid-11-isocyanato-undecyl Ester